BrC1=CC(=C(C=C1)N(CCC(=O)OC)C(N)=O)F methyl 3-[(4-bromo-2-fluorophenyl)(carbamoyl)amino]propanoate